NC1=NC(=CC(=N1)N1[C@@H](COCCC1)C=1C=C(C(=O)NCC)C=CC1Cl)C |r| (±)-3-[4-(2-Amino-6-methyl-pyrimidin-4-yl)-1,4-oxazepan-3-yl]-4-chloro-N-ethyl-benzamide